NC1=C(C=C(C=N1)NC(C(=O)N1[C@H](CC[C@@H](C1)C)C=1C=CC2=C(N=C(S2)C2CCOCC2)C1)=O)CC N-(6-amino-5-ethylpyridin-3-yl)-2-((2R,5S)-5-methyl-2-(2-(tetrahydro-2H-pyran-4-yl)benzo[d]thiazol-5-yl)piperidin-1-yl)-2-oxoacetamide